N=1N(C=C2C=CC=CC12)C1=CC=C(C=N1)C(=O)N1CCC(CC1)(F)F (6-(2H-indazol-2-yl)pyridin-3-yl)(4,4-difluoropiperidin-1-yl)methanone